4-[1-(trideuteriomethyl)-4-(trifluoromethyl)imidazol-2-yl]benzoate [2H]C(N1C(=NC(=C1)C(F)(F)F)C1=CC=C(C(=O)[O-])C=C1)([2H])[2H]